ClC1=CC=C(C=C1)C1=C(CCC(C1)(C)C)CN1CCNCC1 1-((4'-chloro-5,5-dimethyl-3,4,5,6-tetrahydro-[1,1'-biphenyl]-2-yl)methyl)piperazine